C(C)O[C@@H](C(F)(F)F)C1=C(C=C(C=C1)[C@@H](CC(=O)O)CC)NC=1C=NC(=NC1)CC (R)-3-(4-((R)-1-ethoxy-2,2,2-trifluoroethyl)-3-((2-ethylpyrimidin-5-yl)amino)phenyl)pentanoic acid